C[C@H]1/C=C/C=C(\\C(=O)NC2=CC(=C3C(=C2O)C(=C(C4=C3C(=O)[C@](O4)(O/C=C/[C@@H]([C@H]([C@H]([C@@H]([C@@H]([C@@H]([C@H]1O)C)O)C)OC(=O)C)C)OC)C)C)[O-])OCC(=O)[O-])/C The molecule is a hydroxy monocarboxylic acid anion arising from deprotonation of the carboxy and 5-carboxy groups of rifamycin B; major species at pH 7.3. It is a conjugate base of a rifamycin B.